6-(5,6-difluoro-1H-benzo[d]imidazole-2-carbonyl)-2-(2-phenylpropan-2-yl)-5,6,7,8-tetrahydropyrido[4,3-d]pyrimidin-4(3H)-one FC1=CC2=C(NC(=N2)C(=O)N2CC3=C(N=C(NC3=O)C(C)(C)C3=CC=CC=C3)CC2)C=C1F